N-(1-(4-chlorophenyl)-2,2,2-trifluoroethyl)-N-ethyl-2-methoxy-[1,2,4]triazolo[1,5-a]pyridine-7-sulfonamide ClC1=CC=C(C=C1)C(C(F)(F)F)N(S(=O)(=O)C1=CC=2N(C=C1)N=C(N2)OC)CC